CC(C)(C#CC(C)(O)C)O 2,5-dimethyl-3-hex-yn-2,5-diol